COC1=NC=CC=C1B(O)O 2-methoxypyridine-3-boronic acid